Benzyl 8-(2-((1r,3r)-3-((1-(tert-butoxycarbonyl)piperidin-4-yl)oxy)cyclobutoxy)pyridin-4-yl)-3,8-diazabicyclo[3.2.1]octane-3-carboxylate C(C)(C)(C)OC(=O)N1CCC(CC1)OC1CC(C1)OC1=NC=CC(=C1)N1C2CN(CC1CC2)C(=O)OCC2=CC=CC=C2